2,3-dihydro-4H-pyrimido[5,4-e][1,3]oxazin-4-one O1CNC(C2=C1N=CN=C2)=O